ClC=1N=C2C(=NC1N1CCN(CC1)C1=CC=C(C=C1)F)NN=C2C2=C(C(=CC=C2)Cl)Cl 4-[5-chloro-3-(2,3-dichlorophenyl)-1H-pyrazolo[3,4-b]pyrazin-6-yl]-N-(4-fluorophenyl)piperazine